N1(C=NC=C1)CC1=CC=C(C=C1)[C@@H]1N(C[C@H](CC1)C)C(C(=O)NC=1C=C(C=NC1)C(=O)N)=O |r| rac-5-{2-[(2R,5S)-2-{4-[(1H-imidazol-1-yl)methyl]phenyl}-5-methylpiperidin-1-yl]-2-oxoacetamido}pyridine-3-carboxamide